7-nitrobenzo[b]thiophene-2-carboxylic acid [N+](=O)([O-])C1=CC=CC2=C1SC(=C2)C(=O)O